ClC1=C(C(=CC=2NC(=NC21)C(=NO)C2=CC=C(C=C2)S(=O)(=O)CC)Cl)C2=C(C=CC=C2)OC(F)F (4,6-dichloro-5-(2-(difluoromethoxy)phenyl)-1H-benzo[d]imidazol-2-yl)(4-(ethylsulfonyl)phenyl)methanone oxime